2,2'-dimethyl-6,6'-bis(diphenylphosphino)biphenyl CC1=C(C(=CC=C1)P(C1=CC=CC=C1)C1=CC=CC=C1)C1=C(C=CC=C1P(C1=CC=CC=C1)C1=CC=CC=C1)C